C(C)(C)(C)OC(=O)N1[C@@H](CN(CC1)C=1C2=C(N=CN1)N(C=C2C2CC2)C2=CC(=CC(=C2)F)F)C(F)(F)F (S)-4-(5-cyclopropyl-7-(3,5-difluorophenyl)-7H-pyrrolo[2,3-d]pyrimidin-4-yl)-2-(trifluoromethyl)piperazine-1-carboxylic acid tert-butyl ester